(R)-6-cyano-2-(4,4-difluoroazepan-1-yl)-4-methyl-N-(3-(S-methylsulfonimidoyl)phenyl)nicotinamide C(#N)C1=NC(=C(C(=O)NC2=CC(=CC=C2)[S@@](=O)(=N)C)C(=C1)C)N1CCC(CCC1)(F)F